N[C@]1(CN(CC1)C(=O)OC(C)(C)C)C1=C(C(=CC=C1F)Cl)Cl tert-butyl (S)-3-amino-3-(2,3-dichloro-6-fluorophenyl)pyrrolidine-1-carboxylate